1-(6-amino-5-fluoropyridin-2-yl)-N-(5-cyano-2-methyl-6-(2H-1,2,3-triazol-2-yl)pyridine-3-yl)-5-(trifluoromethyl)-1H-pyrazole-4-carboxamide NC1=C(C=CC(=N1)N1N=CC(=C1C(F)(F)F)C(=O)NC=1C(=NC(=C(C1)C#N)N1N=CC=N1)C)F